6'-(((1S,3S)-3-((5-(difluoromethoxy)pyrimidin-2-yl)amino)cyclopentyl)amino)-3-(2-hydroxyprop-2-yl)-2H-[1,3'-bipyridinyl]-2-one FC(OC=1C=NC(=NC1)N[C@@H]1C[C@H](CC1)NC1=CC=C(C=N1)N1C(C(=CC=C1)C(C)(C)O)=O)F